2,6-bis-(9H-carbazol-9-yl)pyridine METHYL-2-ISOCYANO-5-METHYL-BENZOATE COC(C1=C(C=CC(=C1)C)[N+]#[C-])=O.C1=CC=CC=2C3=CC=CC=C3N(C12)C1=NC(=CC=C1)N1C2=CC=CC=C2C=2C=CC=CC12